2-bromo-1-(2,2-diethoxyethoxy)-3-methylbenzene BrC1=C(C=CC=C1C)OCC(OCC)OCC